ClC1CC(C1)[C@H](C=1C=C(C=CC1)N1C(C2=CC(=CC(=C2C1)C(F)(F)F)CNC1(CCC1)C)=O)C1=NN=CN1C 2-(3-((R)-((1r,3R)-3-chlorocyclobutyl)(4-methyl-4H-1,2,4-triazol-3-yl)methyl)-phenyl)-6-(((1-methylcyclobutyl)amino)methyl)-4-(trifluoromethyl)isoindolin-1-one